ClC=1C(=NC=CC1C1=NC(=C(C=C1)CNC[C@H]1CCC(N1)=O)OC)C1=C(C(=CC=C1)NC1=NC=CC(=C1F)CNC[C@H](C)O)Cl (R)-5-((((3'-chloro-2'-(2-chloro-3-((3-fluoro-4-((((S)-2-hydroxypropyl)amino)methyl)pyridin-2-yl)amino)phenyl)-6-methoxy-[2,4'-bipyridin]-5-yl)methyl)amino)methyl)pyrrolidin-2-one